(1R,3aS,6aR)-N-((R)-4-hydroxy-3-oxo-1-((R)-2-oxopyrrolidin-3-yl)butan-2-yl)-2-(4-methoxy-1H-indole-2-carbonyl)octahydrocyclopenta[c]pyrrole-1-carboxamide OCC([C@@H](C[C@@H]1C(NCC1)=O)NC(=O)[C@@H]1N(C[C@@H]2[C@H]1CCC2)C(=O)C=2NC1=CC=CC(=C1C2)OC)=O